(E)-2-(4-((4-ethoxy-3-(6-((methoxyimino)methyl)-5-methyl-4-oxo-7-propyl-3,4-dihydropyrrolo[2,1-f][1,2,4]triazin-2-yl)phenyl)sulfonyl)piperazin-1-yl)ethyl nitrate [N+](=O)(OCCN1CCN(CC1)S(=O)(=O)C1=CC(=C(C=C1)OCC)C1=NN2C(C(N1)=O)=C(C(=C2CCC)/C=N/OC)C)[O-]